CN(C(\C=C\C1=CC2=C(NC(C(CC2)N2CCCC2)=O)N=C1)=O)CC1=C(OC2=C1C=CC=C2)C (e)-N-methyl-N-[(2-methylbenzofuran-3-yl)methyl]-3-(8-oxo-7-pyrrolidin-1-yl-5,6,7,9-tetrahydropyrido[2,3-b]azepin-3-yl)prop-2-enamide